(S)-3-amino-3-(4-(7,7-difluoro-2-(2-methylazetidin-1-yl)-6,7-dihydro-5H-cyclopenta[d]pyrimidin-4-yl)phenyl)thietane 1,1-dioxide NC1(CS(C1)(=O)=O)C1=CC=C(C=C1)C=1C2=C(N=C(N1)N1[C@H](CC1)C)C(CC2)(F)F